5-tert-butyl 2-methyl 1-methyl-6,7-dihydro-1H-imidazo[4,5-c]pyridine-2,5(4H)-dicarboxylate CN1C(=NC=2CN(CCC21)C(=O)OC(C)(C)C)C(=O)OC